C(C)N1C(CCCCC1)=O N-ethyl-ε-caprolactam